O=C1NC(CCC1N1C(C2=CC=CC(=C2C1=O)NCCC1CC2(C1)CC1(CCN(CC1)C(=O)OCC1=CC=CC=C1)C2)=O)=O benzyl 2-[2-[[2-(2,6-dioxo-3-piperidyl)-1,3-dioxo-isoindolin-4-yl]amino]ethyl]-9-azadispiro[3.1.56.14]dodecane-9-carboxylate